tert-butyl 4-[1-[4-(difluoromethyl)phenyl]-5-(1-methoxyethyl)pyrazol-3-yl]piperazine-1-carboxylate FC(C1=CC=C(C=C1)N1N=C(C=C1C(C)OC)N1CCN(CC1)C(=O)OC(C)(C)C)F